[2-(pyrazin-2-yl)pyridin-4-yl]methanone N1=C(C=NC=C1)C1=NC=CC(=C1)C=O